C1(CC1)C1=CC(=CC(=N1)N1C=NC2=C(C1=O)NC(=C2)CNC2(CCC2)C)C2=C(C=C(C=C2)F)C(=O)N2CC(C2)F 3-[6-cyclopropyl-4-[4-fluoro-2-(3-fluoroazetidine-1-carbonyl)phenyl]pyridin-2-yl]-6-[[(1-methylcyclobutyl)amino]methyl]-5H-pyrrolo[3,2-d]pyrimidin-4-one